B(F)(F)F.BrC=1C(=C2C(=CC1)[C@]1(CCC23SCCS3)NC(OC1)=O)F (S)-6'-bromo-5'-fluoro-2',3'-dihydrodispiro[oxazolidine-4,1'-naphthalene-4',2''-[1,3]dithiolan]-2-one Boron trifluoride